1-((1S,4S)-5-(8-((3-chloro-2-fluoro-4-(2,2,2-trifluoroethyl)phenyl)amino)pyrimido[5,4-d]pyrimidin-2-yl)-2,5-diazabicyclo[2.2.1]heptan-2-yl)prop-2-en-1-one ClC=1C(=C(C=CC1CC(F)(F)F)NC1=NC=NC2=C1N=C(N=C2)N2[C@@H]1CN([C@H](C2)C1)C(C=C)=O)F